4-(4-((1R,5S)-3,8-diazabicyclo[3.2.1]octan-3-yl)-6,8-difluoro-2-(((2R,7aS)-2-fluorotetrahydro-1H-pyrrolizin-7a(5H)-yl)methoxy)quinazolin-7-yl)naphthalen-2-amine [C@H]12CN(C[C@H](CC1)N2)C2=NC(=NC1=C(C(=C(C=C21)F)C2=CC(=CC1=CC=CC=C21)N)F)OC[C@]21CCCN1C[C@@H](C2)F